3-methyl-3-Cyanoazetidine hydrochloride Cl.CC1(CNC1)C#N